N-((3R,4S)-3-Fluoro-1-(oxetan-3-yl)piperidin-4-yl)-4-methoxy-5-(1-propyl-1H-benzo[d][1,2,3]triazol-6-yl)pyrrolo[2,1-f][1,2,4]triazin-2-amine F[C@@H]1CN(CC[C@@H]1NC1=NN2C(C(=N1)OC)=C(C=C2)C=2C=CC1=C(N(N=N1)CCC)C2)C2COC2